(R)-N-(3-((5-(1-amino-8-azaspiro[4.5]decan-8-yl)imidazo[1,2-c]pyrimidin-8-yl)thio)-2-chlorophenyl)-2-hydroxy-4-oxo-4H-pyrido[1,2-a]pyrimidin-3-carboxamide N[C@@H]1CCCC12CCN(CC2)C2=NC=C(C=1N2C=CN1)SC=1C(=C(C=CC1)NC(=O)C1=C(N=C2N(C1=O)C=CC=C2)O)Cl